FC=1C=C(C=CC1C(F)(F)F)S(=O)(=O)N1CCOCC1 4-[3-fluoro-4-(trifluoromethyl)phenyl]sulfonylmorpholin